tetraglycidyl-ditoluylethane C(C1CO1)C(C(C1=C(C=CC=C1)C)(C1=C(C=CC=C1)C)CC1CO1)(CC1CO1)CC1CO1